7'-((7H-pyrrolo[2,3-d]pyrimidin-4-yl)amino)-5'-methyl-spiro[cyclohexane-1,2'-pyrido[2,1-f][1,2,4]triazine]-4',8'(1'H,3'H)-dione hydrochloride Cl.N1=CN=C(C2=C1NC=C2)NC2=CC(=C1C(NC3(NN1C2=O)CCCCC3)=O)C